4-(difluoromethoxy)-3-fluoro-6-(2-fluoropyridin-4-yl)-2-(prop-1-en-2-yl)-aniline FC(OC1=C(C(=C(N)C(=C1)C1=CC(=NC=C1)F)C(=C)C)F)F